2-fluoro-6-methyl-4-(4,4,5,5-tetramethyl-1,3,2-dioxaborolan-2-yl)aniline FC1=C(N)C(=CC(=C1)B1OC(C(O1)(C)C)(C)C)C